[N+](=O)([O-])C1=CC=C(CN(C(O)=O)CC2=CC=C(C=C2)C(CBr)=O)C=C1.NC1=NC=2C=NC(=CC2C2=C1COC2)C(=O)N2[C@@H](COCC2)C2=C(C=C(C=C2)OC(F)(F)F)F (4-amino-1,3-dihydrofuro[3,4-c][1,7]naphthyridin-8-yl)((3R)-3-(2-fluoro-4-(trifluoromethoxy)phenyl)-4-morpholinyl)methanone 4-nitrobenzyl-(4-(2-bromoacetyl)benzyl)carbamate